CC=1C=C(C=CC1C=O)C1=CC=C(C=C1)C=O 3-methyl-(1,1'-biphenyl)-4,4'-dicarboxaldehyde